(cis)-4-(4-bromo-2-oxo-2,3-dihydro-1H-1,3-benzodiazol-1-yl)cyclohexane-1-carboxylic acid methyl ester COC(=O)[C@@H]1CC[C@@H](CC1)N1C(NC2=C1C=CC=C2Br)=O